CN(C1=CC(=CC=C1)N1C2=C(C=3N=C4N(C=NC=C4)C31)C=NC=C2)C N,N-dimethyl-3-(5H-pyrido[3'',4'':4',5']pyrrolo[3',2':4,5]imidazo[1,2-c]pyrimidin-5-yl)aniline